(1R,5S)-3-(2,7-dichloro-8-fluoro-5-((triisopropylsilyl)ethynyl)pyrido[4,3-d]pyrimidin-4-yl)-3,8-diazabicyclo[3.2.1]octane ClC=1N=C(C2=C(N1)C(=C(N=C2C#C[Si](C(C)C)(C(C)C)C(C)C)Cl)F)N2C[C@H]1CC[C@@H](C2)N1